(R)-N-(1-(9H-purin-6-yl)piperidin-3-yl)acrylamide nitrate [N+](=O)(O)[O-].N1=CN=C2NC=NC2=C1N1C[C@@H](CCC1)NC(C=C)=O